OC=1C=C(C=CC1OC)/C=C/C(=O)C1=C(C=C(C=C1)C)OC (E)-3-(3-Hydroxy-4-methoxyphenyl)-1-(2-methoxy-4-methylphenyl)prop-2-en-1-one